3,4,5-trimethoxybenzyl-acetonitrile COC=1C=C(CCC#N)C=C(C1OC)OC